C(C)OC(CCCCCCCCCCC\C=C/C#CC=C)OCC 18,18-diethoxy-(5Z)-1,5-octadecadien-3-yne